Cl.Cl.CC1=NN2C(N=CC=C2C2CNCCC2)=C1C1=CC(=NC=C1)CO (4-(2-Methyl-7-(piperidin-3-yl)pyrazolo[1,5-a]pyrimidin-3-yl)pyridin-2-yl)methanol dihydrochloride